Cl.FC=1C=CC(=NC1)NC(C)=O N-(5-fluoropyridin-2-yl)-acetamide hydrochloride